tert-butyl (2S)-2-[(tert-butoxycarbonyl)amino]-3-{6-oxo-2-oxa-5-azaspiro[3.4]octan-7-yl}propanoate C(C)(C)(C)OC(=O)N[C@H](C(=O)OC(C)(C)C)CC1C(NC2(COC2)C1)=O